C(C)OC(=O)C1(CC1)CN1C[C@@H]2N(CC([C@@H]2C1)(F)F)C(=O)OCC1=CC=CC=C1 (cis)-benzyl 5-((1-(ethoxycarbonyl) cyclopropyl) methyl)-3,3-difluorohexahydropyrrolo[3,4-b]pyrrole-1(2H)-carboxylate